5-(2,6-Difluoropyridin-3-yl)-1-(1-methylpiperidin-4-yl)pyrazole-4-carboxylic acid ethyl ester C(C)OC(=O)C=1C=NN(C1C=1C(=NC(=CC1)F)F)C1CCN(CC1)C